FC=1C=C(C=C(C1N1CCN(CC1)C1COC1)F)N1C(O[C@H](C1)CNC(CO)=O)=O (S)-N-((3-(3,5-difluoro-4-(4-(oxetan-3-yl)piperazin-1-yl)phenyl)-2-oxooxazolidin-5-yl)methyl)-2-hydroxyacetamide